NC1=NN(C=2CN(CCC21)C(CC)=O)C(=O)C2CCNC1=CC=CC=C21 1-(3-amino-1-(1,2,3,4-tetrahydroquinoline-4-carbonyl)-4,5-dihydro-1H-pyrazolo[3,4-c]pyridin-6(7H)-yl)propan-1-one